4-(3-chloro-2-fluoro-6-methoxyphenyl)-6-methyl-N-(5-(((tetrahydro-2H-pyran-4-yl)oxy)methyl)-1,3,4-thiadiazol-2-yl)nicotinamide methyl-5-((7-(tert-butoxy)-7-oxoheptyl)oxy)nicotinate COC(C1=CN=CC(=C1)OCCCCCCC(=O)OC(C)(C)C)=O.ClC=1C(=C(C(=CC1)OC)C1=CC(=NC=C1C(=O)NC=1SC(=NN1)COC1CCOCC1)C)F